ClC1=CC=C2C(=C1NC1=NC=NC3=CC(=CC(=C13)OC1CCOCC1)OCCN1CCN(CC1)C)OCO2 4-(6-chloro-2,3-methylenedioxyanilino)-7-[2-(4-methylpiperazine-1-yl)ethoxy]-5-tetrahydropyran-4-yloxyquinazoline